NCC=1C=CC(=NC1)C1=NC=CC=C1 5-aminomethyl-bipyridine